ClC1=C(C=CC(=C1)C1=NOC(=N1)C)C1=NNC2=NC(=CN=C21)N2C[C@@H]1[C@]([C@@H]1CC2)(C2=C(C=CC=C2)F)CN ((1S,6R,7R)-3-(3-(2-chloro-4-(5-methyl-1,2,4-oxadiazol-3-yl)phenyl)-1H-pyrazolo[3,4-b]pyrazin-6-yl)-7-(2-fluorophenyl)-3-azabicyclo[4.1.0]heptan-7-yl)methanamine